2-fluoro-5-[6-fluoro-1-(p-tolylsulfonyl)-4-vinyl-indol-5-yl]oxy-aniline FC1=C(N)C=C(C=C1)OC=1C(=C2C=CN(C2=CC1F)S(=O)(=O)C1=CC=C(C=C1)C)C=C